OCCOCC(C)O (2-hydroxypropyl) 2-hydroxyethyl ether